Methyl 3-hydroxy-2-iodobenzoate OC=1C(=C(C(=O)OC)C=CC1)I